(1aS,5aS)-2-(4-Chloro-pyridin-2-yl)-1a,2,5,5a-tetrahydro-1H-2,3-diaza-cyclopropa[a]pentalene-4-carboxylic Acid ClC1=CC(=NC=C1)N1N=C(C=2C[C@H]3[C@@H](C12)C3)C(=O)O